4-chloro-2-(3,3-difluorocyclobutoxy)-5-(isothiazol-5-yl)aniline ClC1=CC(=C(N)C=C1C1=CC=NS1)OC1CC(C1)(F)F